6-[(2-Bromo-4-thiocyanatophenyl)carbamoyl]-3-cyclohexene-1-carboxylic acid BrC1=C(C=CC(=C1)SC#N)NC(=O)C1CC=CCC1C(=O)O